C(CC)N1CCC(CC1)C=1C=C(C=CC1)NC([O-])=O [3-(1-propylpiperidin-4-yl)phenyl]carbamate